CC1(CCCC1)OC(=O)C1=C2C=CC=C(C2=CC=C1)C1C2C3C4C=CC(C3C(C1)C2)C4 8-(5-(1-methylcyclopentyloxycarbonyl)naphthyl)-tetracyclo[4.4.0.12,5.17,10]-3-dodecene